O[C@H](C(=O)NC)CC1=CC=CC=C1 (S)-2-hydroxy-N-methyl-3-phenylpropionamide